[Br-].CO[Si](CCC[N+](CCCCCCCCCCCCCCCCCC)(C)C)(OC)OC 3-(trimethoxysilyl)propyldimethyloctadecyl-ammonium bromide